C(#CCCC)C1=C(N)C=CC=C1 2-(pent-1-yn-1-yl)aniline